(4S)-4-benzyl-3-(3-fluoro-5-(1-hydroxyethyl)phenyl)oxazolidin-2-one C(C1=CC=CC=C1)[C@@H]1N(C(OC1)=O)C1=CC(=CC(=C1)C(C)O)F